L-phenylalanine tert-butyl-5'-methyl-1',2'-dihydrospiro[azetidine-3,3'-pyrrolo[3,2-b]pyridine]-1-carboxylate C(C)(C)(C)N1CC2(C3=NC(=CC=C31)C)CN(C2)C(=O)O.N[C@@H](CC2=CC=CC=C2)C(=O)O